5-amino-2-[4-(triethoxysilyl)butyl]-2H-tetrazole NC=1N=NN(N1)CCCC[Si](OCC)(OCC)OCC